(S)-3-(3-fluoro-4-(6-(2-ethyl-2H-tetrazol-5-yl)pyridin-3-yl)phenyl)-5-(1-hydroxy-1-cyclopropylmethyl)oxazolidin-2-one phosphate P(=O)(O)(O)O.FC=1C=C(C=CC1C=1C=NC(=CC1)C=1N=NN(N1)CC)N1C(O[C@@H](C1)C(C1CC1)O)=O